CC1N(CCCC1C=1C=NNC1)C1=NC=CC(=N1)C1=CN=C2N1C=C(N=C2)C(F)(F)F 3-(2-(2-Methyl-3-(1H-pyrazol-4-yl)piperidin-1-yl)pyrimidin-4-yl)-6-(trifluoromethyl)imidazo[1,2-a]pyrazine